CC(=CCC1=C(C=C(C=C1O)CCCCC)[O-])CCC=C(C)C 2-(3,7-Dimethylocta-2,6-dienyl)-3-hydroxy-5-pentylphenolate